COC(=O)C1=CC2=C3C=CC=CC3=C(N=C2C=C1)P(=O)(C1=CC=CC=C1)C1=CC=CC=C1 6-(diphenyl-phosphoryl)phenanthridine-2-carboxylic acid methyl ester